2,2-difluoro-2-phenylethylamine hydrochloride Cl.FC(CN)(C1=CC=CC=C1)F